2-oxo-1-(1,1,1-trifluoropropan-2-yl)-1,2-dihydropyridine-4-carboxylic acid O=C1N(C=CC(=C1)C(=O)O)C(C(F)(F)F)C